tert-butyl (2S,4S)-4-(7-bromo-8-chloro-4-(3-(dimethylamino)azetidin-1-yl)-6-fluoro-1H-[1,2,3]triazolo[4,5-c]quinolin-1-yl)-2-(cyanomethyl)piperidine-1-carboxylate BrC=1C(=CC=2C3=C(C(=NC2C1F)N1CC(C1)N(C)C)N=NN3[C@@H]3C[C@H](N(CC3)C(=O)OC(C)(C)C)CC#N)Cl